C(=O)N.[Rh+2].[Rh+2] dirhodium (II) formamide